propylpyridinium bisulfate S([O-])(O)(=O)=O.C(CC)[N+]1=CC=CC=C1